7-oxo-1,6-diazabicyclo[3.2.1]oct-6-yl bisulfate S(ON1C2CCCN(C1=O)C2)(O)(=O)=O